(4-((2-amino-3-chloropyridin-4-yl)oxy)-3-fluorophenyl)-1-(3,5-difluoropyridin-2-yl)-5-(trifluoromethyl)-1H-pyrazole-4-carboxamide NC1=NC=CC(=C1Cl)OC1=C(C=C(C=C1)C1=NN(C(=C1C(=O)N)C(F)(F)F)C1=NC=C(C=C1F)F)F